C(CC)C1CCCCCCCCCCCC(O1)=O 14-propyloxacyclotetradecan-2-one